ClC1=NC(=NC2=C1N(C=1C=CC(=CC21)CN2CCN(CC2)C)CC(F)(F)F)CNC(OC(C)(C)C)=O tert-butyl N-[[4-chloro-8-[(4-methylpiperazin-1-yl)methyl]-5-(2,2,2-trifluoroethyl)pyrimido[5,4-b]indol-2-yl]methyl]carbamate